Sodium 2,2'-dihydroxy-4,4'-dimethoxybenzophenone OC1=C(C(=O)C2=C(C=C(C=C2)OC)O)C=CC(=C1)OC.[Na]